(5RS)-2-(3-Chloro-4-methoxybenzyl)-3-oxo-2,3,5,6,7,8-hexahydro[1,2,4]triazolo[4,3-a]pyridin ClC=1C=C(CN2N=C3N(CCCC3)C2=O)C=CC1OC